4-hydroxy-3,5-diiodobenzamide OC1=C(C=C(C(=O)N)C=C1I)I